C(#N)C(C)(C)C=1C=C(C(=O)NC2=C(C=C(C(=C2)C=2C=NC3=CC(=NC=C3C2)NC)C)F)C=CN1 2-(2-cyanopropan-2-yl)-N-(2-fluoro-4-methyl-5-(7-(methylamino)-1,6-naphthyridin-3-yl)phenyl)isonicotinamide